BrC=1C(=NC(=CC1)Br)[C@H](CC1=CC(=CC(=C1)F)F)NC(OC(C)(C)C)=O tert-Butyl (S)-(1-(3,6-dibromopyridin-2-yl)-2-(3,5-difluorophenyl)ethyl)carbamate